BrC1=CC2=CN(N=C2C=C1OC)[C@@H]1C[C@@H]([C@H](CC1)O)C |r| rac-(1s,2s,4s)-4-(5-bromo-6-methoxy-2H-indazol-2-yl)-2-methylcyclohexane-1-ol